phosphoric acid, di-n-butyl ester P(OCCCC)(OCCCC)([O-])=O